C1=C(C=CC2=CC=CC=C12)C/N=C/C(C)(C)C (E)-N-(naphthalen-2-ylmethyl)-2,2-dimethylpropane-1-imine